(7-azabenzotriazol-1-yloxy)tris(dimethylamino)phosphonium hexafluorophosphate F[P-](F)(F)(F)(F)F.N1(N=NC2=C1N=CC=C2)O[P+](N(C)C)(N(C)C)N(C)C